OC1=C(C=CC(=C1)O)/C=C/C(=O)O (E)-3-(2,4-dihydroxyphenyl)prop-2-enoic acid